F[C@H]1C[C@H](N2N=C(N=C21)[S@@](=O)CC#N)C2=C(C=CC=C2)F 2-[(S)-[(5S,7S)-7-fluoro-5-(2-fluorophenyl)-6,7-dihydro-5H-pyrrolo[1,2-b][1,2,4]triazol-2-yl]sulfinyl]acetonitrile